(bromomethyl)-4-(4-(dimethoxymethyl)piperidin-1-yl)benzoic acid methyl ester COC(C1=C(C=C(C=C1)N1CCC(CC1)C(OC)OC)CBr)=O